N1=CN=C(C2=C1NC=C2)N2CCSC(=C2)C2=CC=C1CCCNC1=C2 4-(7H-pyrrolo[2,3-d]pyrimidin-4-yl)-6-(1,2,3,4-tetrahydroquinolin-7-yl)-3,4-dihydro-2H-1,4-thiazine